CC=1C(=NC=NC1C)N1CCN(CC1)CC=1OC2=C(N1)C=CC(=C2)F 2-((4-(5,6-dimethylpyrimidin-4-yl)piperazin-1-yl)methyl)-6-fluorobenzo[d]oxazole